sulfoacetic acid S(=O)(=O)(O)CC(=O)O